ClC=1C=C(C=CC1)[C@@H](CO)NC(=O)C=1NC=C(C1)C1=CC(=NC=C1Cl)NC(C)C N-[(1S)-1-(3-chlorophenyl)-2-hydroxyethyl]-4-[5-chloro-2-(prop-2-ylamino)pyridin-4-yl]-1H-pyrrole-2-carboxamide